FC(S(=O)(=O)OC1=CC2(CC(C2)C(=O)OC)C1)(F)F Methyl 6-(((trifluoromethyl)sulfonyl)oxy)spiro[3.3]hept-5-ene-2-carboxylate